(S)-6-(3-amino-6-(3-((dimethylamino)methyl)-4-(2-methylmorpholino)phenyl)-5-fluoropyrazin-2-yl)-7-fluoro-3,4-dihydroisoquinolin-1(2H)-one NC=1C(=NC(=C(N1)F)C1=CC(=C(C=C1)N1C[C@@H](OCC1)C)CN(C)C)C=1C=C2CCNC(C2=CC1F)=O